tert-butyl (4R)-3,3-difluoro-4-[4-[3-methyl-2-oxo-1-(2-trimethylsilylethoxymethyl) benzimidazol-4-yl]piperazin-1-yl]piperidine-1-carboxylate FC1(CN(CC[C@H]1N1CCN(CC1)C1=CC=CC=2N(C(N(C21)C)=O)COCC[Si](C)(C)C)C(=O)OC(C)(C)C)F